[Br-].FC1=CC=C(C[Zn+])C=C1 (4-Fluorobenzyl)zinc(II) Bromide